pentazocine gluconate benzoate C(C1=CC=CC=C1)(=O)O.O=C([C@H](O)[C@@H](O)[C@H](O)[C@H](O)CO)O.OC1=CC=2C3(C)C(C)C(CC2C=C1)N(CC=C(C)C)CC3